(4,4-difluoropiperidin-1-yl)(3-(4-methoxybenzyl)-1a,2,3,7B-tetrahydro-1H-cyclopropa[c][1,8]naphthyridin-6-yl)methanone FC1(CCN(CC1)C(=O)C1=CC=2C3C(CN(C2N=C1)CC1=CC=C(C=C1)OC)C3)F